C(C)(C)(C)OC(=O)N1CC2(C[C@@H]1C)OC(C=1C(=NC=CC12)Cl)OC(C)=O.FC(OC1C[NH2+]C1)F 3-(difluoromethoxy)azetidinium tert-butyl-(5'S)-3-acetoxy-4-chloro-5'-methyl-3H-spiro[furo[3,4-c]pyridine-1,3'-pyrrolidine]-1'-carboxylate